2-[3-[2-[2-(2-bromoacetyl)phenyl]-2,2-difluoro-ethoxy]propyl]isoindoline-1,3-dione BrCC(=O)C1=C(C=CC=C1)C(COCCCN1C(C2=CC=CC=C2C1=O)=O)(F)F